2,3,4,5,6,2',3',4',5',6'-Decafluorobenzhydrol FC1=C(C(C2=C(C(=C(C(=C2F)F)F)F)F)O)C(=C(C(=C1F)F)F)F